FC=C(C(C)F)F 1,2,3-trifluorobutene